5-methylsulfanylpyrimidine-2,4-diol CSC=1C(=NC(=NC1)O)O